Methyl (±)-trans-1-benzyl-4-(4-methoxyphenyl)pyrrolidine-3-carboxylate C(C1=CC=CC=C1)N1C[C@H]([C@@H](C1)C1=CC=C(C=C1)OC)C(=O)OC |r|